bicyclo[4.2.0]octa-1(6),2,4-triene C1=2C=CC=CC2CC1